ClC=1C=C(C=CC1F)C1(NC(=NC2=CC=C(C=C12)N)C1=CC=CC2=CC=CC=C12)N 4-(3-chloro-4-fluorophenyl)-2-(naphthalen-1-yl)quinazoline-4,6-diamine